Adenosine 5'-O-(3-Thiotriphosphate) P(O)(=O)(OP(=S)(O)OP(=O)(O)O)OC[C@@H]1[C@H]([C@H]([C@@H](O1)N1C=NC=2C(N)=NC=NC12)O)O